ONC(C1=CC=C(C=C1)CN(S(=O)(=O)C1CC1)CC=1C=NC=CC1)=O N-hydroxy-4-((N-(pyridin-3-ylmethyl)cyclopropanesulfonamido)methyl)benzamide